FC(F)CC(CC(=O)F)=O difluoromethyl-3-oxobutanoyl fluoride